ClC1=CC(=C(C=C1)NC1=C(C(=O)OC)C=C(C(=C1)F)F)C=O methyl 2-((4-chloro-2-formylphenyl) amino)-4,5-difluoro-benzoate